(3S)-3-isopropyl-5-(6-methyl-7-oxo-6,7-dihydro-1H-pyrrolo[2,3-c]pyridin-4-yl)-7-(methylsulfonyl)-3,4-dihydroquinoxalin-2(1H)-one C(C)(C)[C@H]1C(NC2=CC(=CC(=C2N1)C=1C2=C(C(N(C1)C)=O)NC=C2)S(=O)(=O)C)=O